(3-fluoropyridin-2-yl)-5-(trifluoromethyl)-1H-pyrazole FC=1C(=NC=CC1)N1N=CC=C1C(F)(F)F